3-(1,4-dimethyl-1H-1,2,3-triazol-5-yl)-5-(phenyl-(tetrahydro-2H-pyran-4-yl)methyl)-5,7,8,9-tetrahydrocyclopenta[f]pyrido[3,2-b]indol-7-ol CN1N=NC(=C1C1=CC=2N(C=3C=C4C(=CC3C2N=C1)CCC4O)C(C4CCOCC4)C4=CC=CC=C4)C